dipropynyl propyl phosphate P(=O)(OC#CC)(OC#CC)OCCC